C[Si]1(O[Si](O[Si](O[Si](O[Si](O1)(C1=CC=CC=C1)C)(C1=CC=CC=C1)C)(C1=CC=CC=C1)C)(C1=CC=CC=C1)C)C1=CC=CC=C1 2,4,6,8,10-pentamethyl-2,4,6,8,10-pentaphenylcyclopentasiloxane